C(C)(C)(C)OC(=O)N(CCCCCOC1=NC(=CC=C1S(=O)(=O)N1[C@@H]([C@H]2C[C@H]2C1)C(=O)OC(C)(C)C)C)C1CCC(CC1)(F)F |o1:24,25,27| tert-Butyl (1S*,2S*,5R*)-3-((2-((5-((tert-butoxycarbonyl)(4,4-difluorocyclohexyl)amino)pentyl)oxy)-6-methylpyridin-3-yl)sulfonyl)-3-azabicyclo[3.1.0]hexane-2-carboxylate